C1(=CC=CC=C1)N1C2=CC=CC=C2C=2C=CC=C(C12)OB(O)O (9-phenyl-9H-carbazole-1-yl)boric acid